C(C)(C)OC1=C(C(=CC=C1)OC(C)C)C1=CC=CC=C1 2',6'-Diisopropoxybiphenyl